CN1C=C(C=2N=C(NC(C21)=O)C=2C=C(C=CC2OCCC)S(=O)(=O)N2CCN(CC2)CCCO[N+](=O)[O-])CCC.OC2=C(C(=O)NC1=CC=C(C=C1)I)C=CC=C2 2-hydroxy-N-(4-iodophenyl)benzamide 3-(4-((3-(5-Methyl-4-oxo-7-propyl-4,5-dihydro-3H-pyrrolo[3,2-d]pyrimidin-2-yl)-4-propoxyphenyl)sulfonyl)piperazin-1-yl)propylnitrat